rac-(2S,6R)-4-hydroxy-2,6-dimethyl-piperidine-1-carboxylic acid tert-butyl ester C(C)(C)(C)OC(=O)N1[C@H](CC(C[C@H]1C)O)C |r|